3-(2-(ethyl(methyl)amino)ethyl)-1H-indol-4-ol C(C)N(CCC1=CNC=2C=CC=C(C12)O)C